FC1([C@](C[C@@]2(CO2)CC1)(C)CN1C=NC2=C1C=C(C=C2)C#N)F 1-(((3R,5S)-6,6-difluoro-5-methyl-1-oxaspiro[2.5]octan-5-yl)methyl)-1H-benzo[d]imidazole-6-carbonitrile